methyl-2-hydroxymethyl-4-(3-methoxypropoxy)pyridine CC=1C(=NC=CC1OCCCOC)CO